tert-butyl N-[(1S)-2-[2-[[6-[(5-cyclobutylthiazol-2-yl)amino]-2-ethyl-pyrimidin-4-yl]amino]ethyl amino]-1-methyl-2-oxo-ethyl]-N-methyl-carbamate C1(CCC1)C1=CN=C(S1)NC1=CC(=NC(=N1)CC)NCCNC([C@H](C)N(C(OC(C)(C)C)=O)C)=O